[N+](=O)([O-])C=1C=C(C=CC1)CS(=O)(=O)Cl (3-nitrophenyl)methanesulfonyl chloride